(3-fluoro-2-(pyrimidin-2-yl)phenyl)((1S,4S,6R)-6-((6-(trifluoromethyl)pyridazin-3-yl)amino)-2-azabicyclo[2.2.1]heptan-2-yl)methanone FC=1C(=C(C=CC1)C(=O)N1[C@@H]2[C@@H](C[C@H](C1)C2)NC=2N=NC(=CC2)C(F)(F)F)C2=NC=CC=N2